(4-Propoxypyridin-2-yl)methanol C(CC)OC1=CC(=NC=C1)CO